3-isopropyl-thiazolidine C(C)(C)N1CSCC1